(20Z,23Z)-N,N-dimethylnonacosa-20,23-dien-10-amine CN(C(CCCCCCCCC)CCCCCCCCC\C=C/C\C=C/CCCCC)C